2H,2'H-3,3'-bi(1,2,4-triazole) N=1NC(=NC1)C=1NN=CN1